2-allyl-1-(6-(2-hydroxy-propan-2-yl)pyridin-2-yl)-6-(methylsulfinyl)-1H-pyrazolo[3,4-d]pyrimidin-3(2H)-one C(C=C)N1N(C2=NC(=NC=C2C1=O)S(=O)C)C1=NC(=CC=C1)C(C)(C)O